3-cyclopropyl-N6-(2,6-difluoro-4-(methylsulfonyl)phenyl)-N6-methyl-4-(1-methyl-1H-imidazol-4-yl)-N2-(5-methyl-1H-pyrazol-3-yl)pyridine-2,6-diamine C1(CC1)C=1C(=NC(=CC1C=1N=CN(C1)C)N(C)C1=C(C=C(C=C1F)S(=O)(=O)C)F)NC1=NNC(=C1)C